Phenylethyl 2-formylbenzoate C(=O)C1=C(C(=O)OCCC2=CC=CC=C2)C=CC=C1